CC1=C(C=CC=C1B1OC(C(O1)(C)C)(C)C)NS(=O)(=O)C=C N-(2-methyl-3-(4,4,5,5-tetramethyl-1,3,2-dioxaborolan-2-yl)phenyl)ethenesulfonamide